C(C)N1CCN(CC1)C=1C=NC(=CC1)[N+](=O)[O-] 1-ethyl-4-(6-nitropyridin-3-yl)piperazine